C(C)(C)(C)OC(=O)NCCCCCCCNC1=C(C(=O)O)C=CC(=N1)Cl 2-((7-((tert-butoxycarbonyl)amino)heptyl)amino)-6-chloronicotinic acid